4-(4-(Oxetan-3-yl)piperazin-1-yl)-3-(2-((tetrahydro-2H-pyran-2-yl)oxy)ethoxy)aniline O1CC(C1)N1CCN(CC1)C1=C(C=C(N)C=C1)OCCOC1OCCCC1